1-methyl-2,3-dimethylimidazolium CN1C(=[N+](C=C1)C)C